OC(C(=O)O)(C(C)(C)O)C 2,3-dihydroxy-2,3-dimethylbutanoic acid